4-fluoro-N-{[3-fluoro-4-(1-methylcyclopropyl)phenyl](phenyl)methyl}-1-[2-(1-methyl-1H-indol-3-yl)acetyl]pyrrolidine-2-carboxamide FC1CC(N(C1)C(CC1=CN(C2=CC=CC=C12)C)=O)C(=O)NC(C1=CC=CC=C1)C1=CC(=C(C=C1)C1(CC1)C)F